FC1=CC=C(C(=O)N2[C@@H](C=3N(CC2)C(=NC3N(C(C)=O)C)C3=NC(=NS3)C)C)C=C1 (R)-N-(7-(4-fluorobenzoyl)-8-methyl-3-(3-methyl-1,2,4-thiadiazol-5-yl)-5,6,7,8-Tetrahydroimidazo[1,5-a]pyrazin-1-yl)-N-methylacetamide